C(C1=CC=C(C=C1)NC(=O)N1C=NC=C1)C1=CC=C(C=C1)NC(=O)N1C=NC=C1 N,N'-(methylenebis(4,1-phenylene))bis(1H-imidazole-1-carboxamide)